Cl.NCC(=O)NC=1SC=C(N1)C1=NC(=CC=C1)C1=NC=NC(=C1)C 2-amino-N-(4-(6-(6-methylpyrimidin-4-yl)pyridin-2-yl)thiazol-2-yl)acetamide hydrochloride salt